(4-amino-2-methoxyphenyl)dimethylphosphine oxide NC1=CC(=C(C=C1)P(C)(C)=O)OC